3-aminopyrazole-4-formamide hemisulphate S(=O)(=O)(O)O.NC1=NNC=C1C(=O)N.NC1=NNC=C1C(=O)N